3-(1-methyl-1,2,5,6-tetrahydropyridin-3-yl)-4-((5,5,6,6,6-pentafluorohexyl)oxy)-1,2,5-thiadiazole CN1CC(=CCC1)C1=NSN=C1OCCCCC(C(F)(F)F)(F)F